CC1(C=CC=C1)C(C1(C=CC=C1)C)[Zr] Bis(methylcyclopentadienyl)methyl-zirconium